COC1=CC=C(C2=C1NC(=N2)NC(=O)N2C[C@@]1(CCOC1)CC2)C=2C=NN(C2)C (5S)-N-[7-methoxy-4-(1-methyl-1H-pyrazol-4-yl)-1H-1,3-benzodiazol-2-yl]-2-oxa-7-azaspiro[4.4]nonane-7-carboxamide